(3-(tert-butyl)phenyl)benzene-1,3-diamine C(C)(C)(C)C=1C=C(C=CC1)C1=C(C=CC=C1N)N